ClC1=CC(=C(C=C1)C=1C2=C(N=C(N1)N1C[C@@H](OCC1)C=1C=NN(C1)C)C(N(C(=C2)C)C)=O)F 4-(4-chloro-2-fluoro-phenyl)-6,7-dimethyl-2-[(2S)-2-(1-methylpyrazol-4-yl)morpholin-4-yl]pyrido[3,4-d]pyrimidin-8-one